C1(=CC=CC=C1)C(=C)[N+]1=NOC(=C1)[N-]C(NC1=CC(=CC=C1)C(F)(F)F)=O (3-(1-phenylvinyl)-1,2,3-oxadiazol-3-ium-5-yl)((3-(trifluoromethyl)phenyl)carbamoyl)amide